5-(2-(dimethylamino)acetamido)-1-methyl-1H-indole-3-carboxylic Acid CN(CC(=O)NC=1C=C2C(=CN(C2=CC1)C)C(=O)O)C